((5-chloro-7-(5-(3-chloro-6-cyano-5-cyclopropoxy-2-fluorophenyl)-1-methyl-1H-pyrazol-4-yl)-4-Oxo-3,4-dihydropyrido[3,4-d]pyridazin-1-yl)methyl)aminocarboxylic acid tert-butyl ester C(C)(C)(C)OC(=O)NCC=1C2=C(C(NN1)=O)C(=NC(=C2)C=2C=NN(C2C2=C(C(=CC(=C2C#N)OC2CC2)Cl)F)C)Cl